FC1=C(C=C(C(=C1)OC)F)C1=C(C2=C(CCC1)C=C(C=C2)O)C2=CC=C(C=C2)O[C@@H]2CN(CC2)CCCF 6-(2,5-difluoro-4-methoxy-phenyl)-5-[4-[(3S)-1-(3-fluoropropyl)pyrrolidin-3-yl]oxyphenyl]-8,9-dihydro-7H-benzo[7]annulen-2-ol